succinimidyl suberate sodium salt [Na+].C(CCCCCCC(=O)[O-])(=O)ON1C(CCC1=O)=O